12-(3-Hydroxypropyl)-2,3-dimethoxy-[1,3]dioxolo[4',5':4,5]benzo[1,2-c]phenanthridin-13(12H)-one OCCCN1C=2C3=C(C=CC2C2=CC(=C(C=C2C1=O)OC)OC)C=C1C(=C3)OCO1